FC=1C=C(C2=C(C(=C(S2)C(C(F)(F)F)NC(NC=2C=NC(=NC2)NCC(C)(C)O)=O)C)C1)F 3-[1-(5,7-difluoro-3-methyl-1-benzothiophen-2-yl)-2,2,2-trifluoroethyl]-1-{2-[(2-hydroxy-2-methylpropyl)amino]pyrimidin-5-yl}urea